4'-(4-methoxybenzyl)-4',5'-dihydro-3'H-spiro[cyclopropane-1,2'-pyrido[3,4-f][1,4]oxazepine] COC1=CC=C(CN2CC3(OC4=C(C2)C=NC=C4)CC3)C=C1